α-methylserine C[C@](N)(CO)C(=O)O